BrC1=NN(C(=C1)CC(C)C)C1CC(CCC1)OC 3-Bromo-5-isobutyl-1-(3-methoxycyclohexyl)-1H-pyrazole